OC=1C=C(C=CC1)C1N2N=NN=C2NC2=C(N=NC(=C12)C1=CC=CC=C1)O 8-(3-hydroxyphenyl)-10-phenyl-2,4,5,6,7,11,12-heptaazatricyclo[7.4.0.03,7]trideca-1(13),3,5,9,11-pentaen-13-ol